tert-butyl N-[3-methyl-5-[[2-[(2S,5R)-5-methyl-2-[4-(1H-pyrazol-5-yl)phenyl]-1-piperidyl]-2-oxo-acetyl]amino]-2-pyridyl]carbamate CC=1C(=NC=C(C1)NC(C(=O)N1[C@@H](CC[C@H](C1)C)C1=CC=C(C=C1)C1=CC=NN1)=O)NC(OC(C)(C)C)=O